E-10,12-hexadecadienol C(CCCCCCCC\C=C\C=CCCC)O